N-(1-(4-chlorophenyl)-2-(dimethylamino)ethyl)-3-nitro-4-(trifluoromethoxy)benzenesulfonamide ClC1=CC=C(C=C1)C(CN(C)C)NS(=O)(=O)C1=CC(=C(C=C1)OC(F)(F)F)[N+](=O)[O-]